CN1CCC(CC1)(C1=NN=C(N1)C1=CC=NC=C1)NC=1C=C(C(=O)OC)C=CC1 methyl 3-((1-methyl-4-(5-(pyridin-4-yl)-4H-1,2,4-triazol-3-yl)piperidin-4-yl)amino)benzoate